C(C=C)(=O)N1[C@H](C2=CC=CC(=C2CC1)C1=C2C(=C(NC2=C(C=C1F)C(=O)N)C)Cl)C (R)-4-((S)-2-acryloyl-1-methyl-1,2,3,4-tetrahydroisoquinolin-5-yl)-3-chloro-5-fluoro-2-methyl-1H-indole-7-carboxamide